tert-butyl N-[2-[2-[2-[2-[2-[2-[2-[2-[2-[2-(2-bromoethoxy)ethoxy]ethoxy]ethoxy] ethoxy]ethoxy]ethoxy]ethoxy]ethoxy]ethoxy]ethyl]carbamate BrCCOCCOCCOCCOCCOCCOCCOCCOCCOCCOCCNC(OC(C)(C)C)=O